Dimethylbehenyl-ammonium benzoate C(C1=CC=CC=C1)(=O)[O-].C[NH+](CCCCCCCCCCCCCCCCCCCCCC)C